(2-methoxy-5-(trifluoromethyl)pyridin-3-yl)methanol COC1=NC=C(C=C1CO)C(F)(F)F